3-(3-Chloro-4-fluorophenyl)-1-(1-(2-ethyl-1-oxo-1,2-dihydroisoquinolin-4-yl)ethyl)-1-methylurea ClC=1C=C(C=CC1F)NC(N(C)C(C)C1=CN(C(C2=CC=CC=C12)=O)CC)=O